C(C=C)C1=C(C(=C(C(=C1C(=O)N)CC=C)C(=O)N)CC=C)CC=C tetraallyl-isophthalic acid diamide